C1(CCCC1)NC=1C=C(C=CC1C(=O)N1CCN(CC1)CCC)NC(=O)C1CC1 N-[3-(cyclopentylamino)-4-(4-propylpiperazine-1-carbonyl)phenyl]cyclopropanecarboxamide